OC1=C(C=CC=C1)C1=NN=CO1 5-(2-hydroxyphenyl)-1,3,4-oxadiazole